2-(dimethylamino)ethanone CN(CC=O)C